NC1=NC=C(C2=C1C(=C(S2)C2=C(C=C(C=C2)NC(C(=C)C)=O)C)C2=CC(=C(C(=C2)F)OC2=NC=CC(=N2)C)F)C=2C=NN(C2)C N-(4-(4-amino-3-(3,5-difluoro-4-((4-methylpyrimidin-2-yl)oxy)phenyl)-7-(1-methyl-1H-pyrazol-4-yl)thieno[3,2-c]pyridin-2-yl)-3-methylphenyl)methacrylamide